C(=O)C1=CC=C(OC2=CC=C(C(=O)NC)C=C2)C=C1 4-(4-formylphenoxy)-N-methylbenzamide